C(C)(C)NC(C)=NC(C)C N,N'-di-isopropyl-acetamidine